N-(4-(t-butyl)phenyl)benzimidazole C(C)(C)(C)C1=CC=C(C=C1)N1C=NC2=C1C=CC=C2